C(#N)C1=CC=C(C=C1)C(NC1=CC=C(C=C1)C(=O)N[C@H](C(=O)NC1=CC=C(C(=O)NC2=C(C(=C(C(=O)NC3=CC=C(C(=O)O)C=C3)C=C2)O)OC(C)C)C=C1)CC#C)=N 4-(4-{4-[(2s)-2-{[4-(4-Cyanobenzeneimidamido)phenyl]formamido}pent-4-ynamido]benzamido}-2-hydroxy-3-(propan-2-yloxy)benzamido)benzoic acid